3'-chloro-N-hydroxyl-6-(3-(4-((pyridin-3-ylamino)methyl)phenoxy)azetidin-1-yl)-[1,1'-biphenyl]-2-carboxamide ClC=1C=C(C=CC1)C=1C(=CC=CC1N1CC(C1)OC1=CC=C(C=C1)CNC=1C=NC=CC1)C(=O)NO